C(C)OC(\C=C\C1=NC=C(C=C1)S(N)(=O)=O)=O.ClCC=CC1=CC=CC=C1 chloromethyl-styrene ethyl-(E)-3-(5-sulfamoyl-2-pyridyl)prop-2-enoate